COC1=CC=C(C=C1)S(=O)(=O)N1CCOCC1 4-((4-methoxyphenyl)sulfonyl)morpholine